Triphenylmethyl-phosphonium C1(=CC=CC=C1)C(C1=CC=CC=C1)(C1=CC=CC=C1)[PH3+]